ClC=1C(=NOC1C)NS(=O)(=O)C1=CC=CC=C1 N-(4-chloro-5-methyl-isoxazol-3-yl)benzenesulfonamide